N,N-bis(4-methoxybenzyl)azetidine-3-sulfonamide benzyl-5-methoxymethoxy-3,4,6-trimethyl-2-pyridinecarboxylate C(C1=CC=CC=C1)OC(=O)C1=NC(=C(C(=C1C)C)OCOC)C.COC1=CC=C(CN(S(=O)(=O)C2CNC2)CC2=CC=C(C=C2)OC)C=C1